tert-butyl {3-[(1-phenyl-1H-pyrazole-4-carbonyl)amino]bicyclo[1.1.1]pentan-1-yl}carbamate C1(=CC=CC=C1)N1N=CC(=C1)C(=O)NC12CC(C1)(C2)NC(OC(C)(C)C)=O